4-((((methylthio)thiocarbonyl)oxy)methyl)piperidine-1-carboxylic acid tert-butyl ester C(C)(C)(C)OC(=O)N1CCC(CC1)COC(=S)SC